(6S)-6-Methyl-5-[4-(4-methylpiperazin-1-yl)-3-(trifluoromethyl)phenyl]-3,6-dihydro-2H-1,3,4-oxadiazin-2-one C[C@H]1C(=NNC(O1)=O)C1=CC(=C(C=C1)N1CCN(CC1)C)C(F)(F)F